β-Aminopropionic Acid NCCC(=O)O